ClC=1C=C(C=CC1)NCC(=O)N1[C@H]2CC([C@@H]([C@H]1C(=O)N[C@@H](C[C@@H]1C(NCC1)=O)\C=C(/S(=O)(=O)C)\F)CC2)(F)F (1R,3S,4R)-2-((3-chlorophenyl)glycyl)-5,5-difluoro-N-((S,Z)-4-fluoro-4-(methylsulfonyl)-1-((R)-2-oxopyrrolidin-3-yl)but-3-en-2-yl)-2-azabicyclo[2.2.2]octane-3-carboxamide